3,7,13-trimethyl-10-(2-propyl)-2,6,11-cyclotetradecatriene-1,13-diol CC1=CC(CC(C=CC(CCC(=CCC1)C)C(C)C)(O)C)O